ClC1=C(C(=O)NC2=CC=C(C=C2)C2=NN(C(=C2)NC(C2=CC(=CC=C2)N(C)C)=O)C)C=CC=C1 2-Chloro-N-(4-(5-(3-(dimethylamino)benzamido)-1-methyl-1H-pyrazol-3-yl)phenyl)benzamide